N-dimethylamino-1,3-propanediamine CN(NCCCN)C